C1(=CC=CC=C1)S[S+](C1=CC=CC=C1)C1=CC=CC=C1 phenylsulfanyldiphenyl-sulfonium